4-((8-Hydroxy-7-nitroquinolin-3-yl)methyl)piperazin OC=1C(=CC=C2C=C(C=NC12)CN1CCNCC1)[N+](=O)[O-]